7-Hydroxy-4-propyl-8-(1,2,3,4-tetrahydroquinolin-1-carbonyl)-2H-chromen-2-one OC1=CC=C2C(=CC(OC2=C1C(=O)N1CCCC2=CC=CC=C12)=O)CCC